4-(2-chlorophenyl)-diphenylimidazole ClC1=C(C=CC=C1)C=1N=C(NC1C1=CC=CC=C1)C1=CC=CC=C1